ClC1=CC2=C(OC3=C(O2)C=C(C(=C3)Cl)Cl)C=C1Cl 2,3,7,8-tetrachlorodibenzo-p-dioxane